S(=O)(=O)(O)[Ni](S(=O)(=O)O)S(=O)(=O)O trisulfonickel